C(CCC)[Zr](CC)(CC)CCCC di-n-butyldiethylzirconium